CC1(OB(OC1(C)C)C=1C=C2CCNC(C2=CC1)=O)C 6-(4,4,5,5-tetramethyl-1,3,2-dioxaborolan-2-yl)-3,4-dihydro-2H-isoquinolin-1-one